(4R)-2,2-dimethyl-N-[7-methyl-6-[4-((R)-3-methyltetrahydrofuran-3-yl)piperazin-1-yl]-3-isoquinolyl]tetrahydropyran-4-carboxamide CC1(OCC[C@H](C1)C(=O)NC=1N=CC2=CC(=C(C=C2C1)N1CCN(CC1)[C@]1(COCC1)C)C)C